C(OC1=CC=C(C(=N1)O)[N+](=O)[O-])([2H])([2H])[2H] 6-(methoxy-d3)-3-nitropyridin-2-ol